tert-butyl ((1R)-1-(5-(1-amino-2-methoxyethyl)-1H-benzo[d]imidazol-2-yl)-2-((1,1,1-trifluoro-2-methylpropan-2-yl)oxy)ethyl)carbamate NC(COC)C1=CC2=C(NC(=N2)[C@H](COC(C(F)(F)F)(C)C)NC(OC(C)(C)C)=O)C=C1